FC1=C(C=CC=C1)C=1OC(=CN1)C(=O)O 2-(2-fluorophenyl)oxazole-5-carboxylic acid